[Cl-].C(C)(C)(C)OC(=O)N1C(CC(CC1)(F)F)[Zn+] (1-(tert-butoxycarbonyl)-4,4-difluoropiperidin-2-yl)zinc(II) chloride